C1(=CC=CC=C1)P(C1=C(C2=CC=CC=C2C=C1)C1=C(C=CC2=CC=CC=C12)P(C1=CC=CC=C1)C1=CC=CC=C1)C1=CC=CC=C1 (±)-2,2'-bis(Diphenylphosphino)-1,1'-binaphthyl